C1(CC1)N1N=CC(=C1)[C@@H]1O[C@@H](C[C@H](C1)C1=NC2=NC(=C(N=C2C(=N1)C1=C(C=C(C(=C1)F)F)F)C)C)C 2-[(2R,4R,6R)-2-(1-cyclopropylpyrazol-4-yl)-6-methyl-tetrahydropyran-4-yl]-6,7-dimethyl-4-(2,4,5-trifluorophenyl)pteridine